(2,5'-difluoro-5-(trifluoromethyl)-[1,1'-Biphenyl]-3-yl)acetamide FC1=C(C=C(C=C1CC(=O)N)C(F)(F)F)C1=CC=CC(=C1)F